N1C=CC=2C1=NC=CC2SC2=NNC1=NC(=CN=C12)N1CCC(CC1)(C)CN (1-(3-((1H-pyrrolo[2,3-b]pyridin-4-yl)thio)-1H-pyrazolo[3,4-b]pyrazin-6-yl)-4-methylpiperidin-4-yl)methanamine